trans-6-(5-(2-([2,2'-bipyrimidin]-5-yl)cyclopropyl)-2,3-difluorophenyl)-2-oxa-6-azaspiro[3.4]octane N1=C(N=CC(=C1)[C@H]1[C@@H](C1)C=1C=C(C(=C(C1)N1CC2(COC2)CC1)F)F)C1=NC=CC=N1